ClC=1C=C2C=NCN(C2=CC1C1CC12CC2)C=2C=NN(C2C)CC 6-chloro-N-(1-ethyl-5-methyl-1H-pyrazol-4-yl)-7-(spiro[2.2]pentan-1-yl)quinazolin